sulfo-propionic anhydride S(=O)(=O)(O)C(C(=O)OC(C(C)S(=O)(=O)O)=O)C